C(C)(C)(C)OCCCNCCCC=1NC=CN1 N-(3-(t-butoxy)propyl)-3-(imidazolyl)propan-1-amine